FC1([C@H](C1)C(=O)NC1=NC=C2C=C(C=3N(C2=C1)N=CN3)C=3C=NC(=CC3C)C=O)F (1R)-2,2-difluoro-N-[4-(6-formyl-4-methylpyridin-3-yl)-[1,2,4]triazolo[1,5-a]1,6-naphthyridin-8-yl]cyclopropane-1-carboxamide